FC(C)(F)C1=NC(=CC(=N1)N1CC2(C=3C=NC(=CC31)NC(=O)NC)CC2)C 1-(1'-(2-(1,1-difluoroethyl)-6-methylpyrimidin-4-yl)-1',2'-dihydrospiro[cyclopropane-1,3'-pyrrolo[3,2-c]pyridin]-6'-yl)-3-methylurea